ClC1=C(C=CC(=C1)Cl)[C@@]1(OC[C@H](O1)COC1=CC=C(C=C1)N1CCNCC1)CN1C=NC=C1 4-[4-[[(2S,4R)-2-(2,4-dichlorophenyl)-2-(imidazole-1-ylmethyl)-1,3-dioxolan-4-yl]methoxy]phenyl]Piperazin